(2S,3R,4S,5R,6R)-4-(4-(3-(((1H-imidazol-4-yl)methoxy)methyl)-5-fluorophenyl)-1H-1,2,3-triazol-1-yl)-2-((3,4-dichlorophenyl)thio)-6-(hydroxymethyl)tetrahydro-2H-pyran-3,5-diol N1C=NC(=C1)COCC=1C=C(C=C(C1)F)C=1N=NN(C1)[C@@H]1[C@H]([C@@H](O[C@@H]([C@@H]1O)CO)SC1=CC(=C(C=C1)Cl)Cl)O